ClC=1N=CC2=C(N1)N(C(C21CC1)=O)C1CCCC1 chloro-7'-cyclopentylspiro[cyclopropane-1,5'-pyrrolo[2,3-d]pyrimidin]-6'(7'H)-one